1-ethyl-1-pentylpiperidinium bis(pentafluoroethanesulfonyl)imide salt [N-](S(=O)(=O)C(F)(F)C(F)(F)F)S(=O)(=O)C(F)(F)C(F)(F)F.C(C)[N+]1(CCCCC1)CCCCC